(R)-N-(2-methyl-4-morpholinophenyl)-6-(3-phenylisoxazolidin-2-yl)pyrimidin-4-amine CC1=C(C=CC(=C1)N1CCOCC1)NC1=NC=NC(=C1)N1OCC[C@@H]1C1=CC=CC=C1